O1C(C=CC1)C1=C(C=C(C=C1)C)CO (2-(2,5-Dihydrofuran-2-yl)-5-methylphenyl)methanol